6-(3-isopropyl-4-methyl-5-(4-((tetrahydro-2H-pyran-4-yl)methyl)piperazin-1-yl)-1H-pyrrolo[2,3-c]pyridin-2-yl)-7,8-dimethyl-[1,2,4]triazolo[1,5-a]pyridine C(C)(C)C1=C(NC2=CN=C(C(=C21)C)N2CCN(CC2)CC2CCOCC2)C=2C(=C(C=1N(C2)N=CN1)C)C